dibenzyl-L-aspartic acid C(C1=CC=CC=C1)N([C@@H](CC(=O)O)C(=O)O)CC1=CC=CC=C1